ClC=1C=CC=C2C=C(NC12)C(=O)N1[C@H]2CC([C@@H]([C@@H]1C(=O)N[C@H](C[C@@H]1C(NCC1)=O)\C=C(\S(=O)(=O)C)/F)CC2)(F)F (1R,3R,4R)-2-(7-chloro-1H-indole-2-carbonyl)-5,5-difluoro-N-((R,E)-4-fluoro-4-(methylsulfonyl)-1-((R)-2-oxopyrrolidin-3-yl)but-3-en-2-yl)-2-azabicyclo[2.2.2]octane-3-carboxamide